(S)-imino({[1-(8-methoxyquinazolin-4-yl)piperidin-4-yl]methyl})methyl-λ6-sulfanone N=[S@](=O)(C)CC1CCN(CC1)C1=NC=NC2=C(C=CC=C12)OC